6-(2,4-dimethoxypyrimidin-5-yl)-8-((1S,2S)-2-(7-fluoro-1-(2,2,2-trifluoroethyl)-1H-indazol-6-yl)cyclopropyl)-[1,2,4]triazolo[1,5-b]pyridazine COC1=NC=C(C(=N1)OC)C=1C=C(C=2N(N1)N=CN2)[C@@H]2[C@H](C2)C2=CC=C1C=NN(C1=C2F)CC(F)(F)F